(1R,2S,5S)-3-[(2S)-3,3-dimethyl-2-[[3-(trifluoromethyl)pyrazin-2-yl]amino]butanoyl]-6,6-dimethyl-3-azabicyclo[3.1.0]hexane-2-carboxylic acid CC([C@@H](C(=O)N1[C@@H]([C@H]2C([C@H]2C1)(C)C)C(=O)O)NC1=NC=CN=C1C(F)(F)F)(C)C